3-(1-((3-(1H-pyrazol-4-yl)-1H-indol-7-yl)amino)-3-amino-1-oxopropan-2-yl)benzamide (R)-benzyl-4-(2,3-dihydroxypropyl)piperidine-1-carboxylate C(C1=CC=CC=C1)OC(=O)N1CCC(CC1)C[C@H](CO)O.N1N=CC(=C1)C1=CNC2=C(C=CC=C12)NC(C(CN)C=1C=C(C(=O)N)C=CC1)=O